O1C(COC2=C1C=CC=C2)CN2CC(CCC2)C2=CC(=CC=C2)OC 1-(2,3-dihydrobenzo[1,4]dioxin-2-ylmethyl)-3-(3-methoxyphenyl)piperidine